C1(CC1)[C@@H](C)NC1=NC(=NC(=N1)NC(C)CCOC)C1=NC(=CC=C1)C(F)(F)F N2-((R)-1-cyclopropylethyl)-N4-(4-methoxybutan-2-yl)-6-(6-(trifluoromethyl)pyridin-2-yl)-1,3,5-triazine-2,4-diamine